C(=C\\C(=O)[O-])\\C(=O)NC=O The molecule is the conjugate base of N-formylmaleamic acid arising from deprotonation of the carboxy group. It derives from a maleamate. It is a conjugate base of a N-formylmaleamic acid.